C(=C)C1=C(CCNC(OCC2=CC=CC=C2)=O)C=CC=C1 Benzyl (2-vinylphenethyl)carbamate